ClC1=NN(C2=NC(=NC=C21)Cl)CCCOC2=NN(C=C2[N+](=O)[O-])C=2C(=NC=C(C2)C)C 3,6-dichloro-1-(3-((1-(2,5-dimethylpyridin-3-yl)-4-nitro-1H-pyrazol-3-yl)oxy)propyl)-1H-pyrazolo[3,4-d]pyrimidine